NC1=C(C(=NN1C(C)C)C1=CC=C(C=C1)CC(=O)NC1=CC(=NO1)CC1=CC=CC=C1)C(=O)N 5-Amino-3-[4-[2-[(3-benzylisoxazol-5-yl)amino]-2-oxo-ethyl]phenyl]-1-isopropyl-pyrazole-4-carboxamide